Methyl 6-[5-[(1S)-1-(tert-butoxycarbonylamino)ethyl]-1,2,4-triazol-1-yl]pyrimidine-4-carboxylate C(C)(C)(C)OC(=O)N[C@@H](C)C1=NC=NN1C1=CC(=NC=N1)C(=O)OC